(S)-6-fluoro-5-(4-((5-fluoro-2-(1-fluoroethyl)-3-oxo-4H-quinoxalin-6-yl)methyl)piperazin-1-yl)-N-(methyl-d3)pyridine-2-carboxamide FC1=C(C=CC(=N1)C(=O)NC([2H])([2H])[2H])N1CCN(CC1)CC=1C(=C2NC(C(=NC2=CC1)[C@H](C)F)=O)F